C=CC(O)(C)CCC=C(C)C (Z)-linalool